C(OCC12CNCC(CC1)N2C(=O)OC(C)(C)C)([2H])([2H])[2H] tert-butyl 1-((methoxy-d3)methyl)-3,8-diazabicyclo[3.2.1]Octane-8-carboxylate